FC1=C2C=C(NC2=CC(=C1)OCC=1N=CSC1)CNC(OC(C)(C)C)=O tert-butyl ((4-fluoro-6-(thiazol-4-ylmethoxy)-1H-indol-2-yl)methyl)carbamate